O1COC2=C1C=CC(=C2)N(C(C2=CC(=CC=C2)N2N=C(C=1CN(CCC12)S(=O)(=O)C=1C(=NNC1C)C)C(F)(F)F)=O)C N-(1,3-Benzodioxol-5-yl)-3-[5-[(3,5-dimethyl-1H-pyrazol-4-yl)sulfonyl]-3-(trifluoromethyl)-6,7-dihydro-4H-pyrazolo[4,3-c]pyridin-1-yl]-N-methyl-benzamid